2-(4,6-dichloro-5-(2-fluorophenyl)-1H-benzo[d]imidazol-2-yl)-2-(4-(ethylsulfonyl)phenyl)ethanol ClC1=C(C(=CC=2NC(=NC21)C(CO)C2=CC=C(C=C2)S(=O)(=O)CC)Cl)C2=C(C=CC=C2)F